C(C)(C)N(C1=CC=C(C=C1)N)C1=CC=CC=C1 i-propyl-N'-phenyl-p-phenylenediamine